FC1=C(C(=CC2=C1C[C@@H](CS2)NCCCOC)O)N2CC(NS2(=O)=O)=O 5-{(3S)-5-fluoro-7-hydroxy-3-[(3-methoxypropyl)amino]-3,4-dihydro-2H-1-benzothiopyran-6-yl}-1λ6,2,5-thiadiazolidine-1,1,3-trione